((2-methoxypyridin-3-yl)amino)-4-((2-(N-methylsulfonylamino)phenyl)amino)nicotinamide COC1=NC=CC=C1NC1=C(C(=O)N)C(=CC=N1)NC1=C(C=CC=C1)NS(=O)(=O)C